(S)-N-(2-(2-(2-((3,4-Dimethoxyphenethyl)amino)-2-oxoacetyl)pyrrolidin-1-yl)-2-oxoethyl)quinoline-4-carboxamide COC=1C=C(CCNC(C(=O)[C@H]2N(CCC2)C(CNC(=O)C2=CC=NC3=CC=CC=C23)=O)=O)C=CC1OC